COC([C@@H](C1=CC=CC=C1)NC1=NC(=NC(=N1)N1C(=NC2=C1C=CC=C2)C(F)F)N2CCOCC2)=O.C2(=CC=CC=C2)SC2=CC=1C(C3=CC=CC=C3C(C1C=C2)=O)=O 2-(phenylthio)anthraquinone (R)-methyl-2-((4-(2-(difluoromethyl)-1H-benzo[d]imidazol-1-yl)-6-morpholino-1,3,5-triazin-2-yl)amino)-2-phenylacetate